NC=1C=CC(=C(C(=O)O)C1)C 5-amino-2-methyl-benzoic acid